NC1=NNC(C2=C1N(N=C2C(C)CC)C2=CC=C(CNC(C1=C(C=CC(=C1)F)OC)=O)C=C2)=O N-(4-(7-amino-3-(sec-butyl)-4-oxo-4,5-dihydro-1H-pyrazolo[3,4-d]pyridazin-1-yl)benzyl)-5-fluoro-2-methoxybenzamide